C(#N)C1=NC2=CC(=CC(=C2N=C1N1CCC(CC1)O)[C@@H](C)NC1=C(C(=O)O)C=CC=C1)C (R)-2-((1-(2-cyano-3-(4-hydroxy-piperidin-1-yl)-7-methylquinoxalin-5-yl)ethyl)amino)benzoic acid